(1-(3-(decyloxy)-5-pentadecylphenyl)-1H-1,2,3-triazol-4-yl)methanol C(CCCCCCCCC)OC=1C=C(C=C(C1)CCCCCCCCCCCCCCC)N1N=NC(=C1)CO